2-methyl-N-[2-oxo-2-(2,2,2-trifluoroethylamino)ethyl]-4-[(5R or S)-5-[3,5-bis(difluoromethyl)phenyl]-5-(trifluoromethyl)-4H-isoxazol-3-yl]benzamide CC1=C(C(=O)NCC(NCC(F)(F)F)=O)C=CC(=C1)C1=NO[C@@](C1)(C(F)(F)F)C1=CC(=CC(=C1)C(F)F)C(F)F |o1:22|